C1(=CC=CC=C1)S(=O)(=O)O.FC=1C=C2C(=NNC2=CC1OCCOC)C1=CC(=NO1)C1=CC=C(C=C1)C(=O)N1CCN(CC1)C1COC1 5-fluoro-6-(2-methoxyethoxy)-3-(3-{4-[4-(oxetan-3-yl)piperazine-1-carbonyl]phenyl}-1,2-oxazol-5-yl)-1H-indazole benzenesulfonate